3-ethyl-N-(3-sulfopropyl)-3-methylpropylamine C(C)C(CCNCCCS(=O)(=O)O)C